CC1C(=NCC1)SC 3-methyl-2-(methylthio)-1-pyrroline